COC1=C(C=CC(=C1)C)/C=C/C(=O)OCC (E)-ethyl 3-(2-methoxy-4-methylphenyl)acrylate